(E)-N-(3-bromophenyl)-3-(4-chloro-1H-indol-3-yl)acrylamide BrC=1C=C(C=CC1)NC(\C=C\C1=CNC2=CC=CC(=C12)Cl)=O